C(CC(C)C)N1[C@@H](CCC1)C1=NC(=NO1)CCCC1=CC=CC=C1 (S)-5-(1-isopentylpyrrolidin-2-yl)-3-(3-phenylpropyl)-1,2,4-oxadiazole